3-nitro-6,6a,7,8,9,10-hexahydropyrazino[1,2-d]pyrido[3,2-b][1,4]oxazine trifluoroacetate FC(C(=O)O)(F)F.[N+](=O)([O-])C1=CC=2OCC3N(C2N=C1)CCNC3